heptadecan-9-yl 11-(8-((2-hexyldecanoyl) oxy) octyl)-2-methyl-6-oxo-7-oxa-2,5,11-triazanonadecan-19-oate C(CCCCC)C(C(=O)OCCCCCCCCN(CCCOC(NCCN(C)C)=O)CCCCCCCC(=O)OC(CCCCCCCC)CCCCCCCC)CCCCCCCC